4-[({3-[(3,3-dimethyloxetan-2-yl)methoxy]pyridin-4-yl}methyl)amino]-N-(3-fluoro-2-methoxyphenyl)-2-oxo-1,2,5,6-tetrahydropyridine-3-carbothioamide CC1(C(OC1)COC=1C=NC=CC1CNC1=C(C(NCC1)=O)C(NC1=C(C(=CC=C1)F)OC)=S)C